NC[C@H]1CN(CCC1)C1=C(C=CC(=C1C(F)(F)F)OC1=C(C=CC=C1)F)\C=C(/F)\C=1C(=NC=C(N1)N1CC(C1)(F)F)C#N (S,Z)-3-(2-(2-(3-(aminomethyl)piperidin-1-yl)-4-(2-fluorophenoxy)-3-(trifluoromethyl)phenyl)-1-fluorovinyl)-5-(3,3-difluoroazetidin-1-yl)pyrazine-2-carbonitrile